2-(1-indenyl)-4-tertiary butyl-6-tritylphenoxytitanium dichloride [Cl-].[Cl-].C1(C=CC2=CC=CC=C12)C1=C(O[Ti+2])C(=CC(=C1)C(C)(C)C)C(C1=CC=CC=C1)(C1=CC=CC=C1)C1=CC=CC=C1